ClC=1C(=CC2=C([C@H](C[C@@H](O2)C(=O)NC23CC(C2)(C3)NC(COC3CC(C3)OC(F)(F)F)=O)O)C1)F (2R,4S)-6-chloro-7-fluoro-4-hydroxy-N-[3-(2-{[(1s,3S)-3-(trifluoromethoxy)cyclobutyl]oxy}acetamido)bicyclo[1.1.1]pentan-1-yl]-3,4-dihydro-2H-1-benzopyran-2-carboxamide